9,9'-(oxybis([1,1'-biphenyl]-4',3-diyl))bis(9H-carbazole) O(C1=CC=C(C=C1)C1=CC(=CC=C1)N1C2=CC=CC=C2C=2C=CC=CC12)C1=CC=C(C=C1)C1=CC(=CC=C1)N1C2=CC=CC=C2C=2C=CC=CC12